C(C)(CC)P(CCCP(C(C)CC)C(C)CC)C(C)CC 1,3-di(di-sec-butylphosphino)propane